C1(CC1)COC1=C(C=C(C=C1S(=O)(=O)C)C)C=1C=C(C(N(C1)C)=O)N(C)C 5-[2-(cyclopropylmethoxy)-5-methylmethylsulfonylphenyl]-3-(dimethyl-amino)-1-methylpyridin-2-one